[Si](C)(C)(C(C)(C)C)OCC(C)C1=C(N=NC=C1Cl)C(=C)OCC 4-(1-((tert-Butyldimethylsilyl)oxy)propan-2-yl)-5-chloro-3-(1-ethoxyvinyl)pyridazine